C(C(C)C)C(C(C)(C)OC(C(C(C)(C)C)CC(C)C)(C)C)C(C)(C)C isobutyl-1,1,3,3-tetramethyl-butyl ether